(2R)-1-methoxy-2-(6-(2-methyl-2H-pyrazolo[3,4-b]pyridin-5-yl)thieno[2,3-b]pyridin-2-yl)-2-propanol COC[C@@](C)(O)C1=CC=2C(=NC(=CC2)C2=CC=3C(N=C2)=NN(C3)C)S1